2-(THIOMORPHOLIN-4-YL)ACETALDEHYDE N1(CCSCC1)CC=O